5-Bromo-6-(1-(3-chloropyridin-2-yl)-3-methoxy-1H-pyrazol-5-carboxamido)-N-methoxypyrazolo[1,5-a]pyridin-7-carboxamid BrC1=CC=2N(C(=C1NC(=O)C1=CC(=NN1C1=NC=CC=C1Cl)OC)C(=O)NOC)N=CC2